ClC=1C=CC2=C(N(S(C3=C(C2O)C=CC=C3)(=O)=O)C)C1 8-Chloro-11-hydroxy-6-methyl-6,11-dihydrodibenzo[c,f][1,2]thiazepine 5,5-dioxide